FC=1C=C(C=CC1C(\C=C\C=1C=C2N=CC=NC2=CC1)=O)C1=CC=CC=C1 (E)-1-(3-fluoro-[1,1'-biphenyl]-4-yl)-3-(quinoxalin-6-yl)prop-2-en-1-one